5-[4-[[4-(2-chloroethyl)piperazin-1-yl]methyl]-1-piperidinyl]-2-(2,6-dioxo-3-piperidinyl)isoindoline-1,3-dione ClCCN1CCN(CC1)CC1CCN(CC1)C=1C=C2C(N(C(C2=CC1)=O)C1C(NC(CC1)=O)=O)=O